F[C@@H]1[C@H]2CC[C@@H](C[C@@H]1OC1=CN=C(N=N1)C1=C(C=C(C=C1)N1C=NC=C1)O)N2 2-(6-(((1R,2R,3S,5S)-2-fluoro-8-azabicyclo[3.2.1]octan-3-yl)oxy)-1,2,4-triazin-3-yl)-5-(1H-imidazol-1-yl)phenol